Cl.CC=1N=CSC1C1=CC=C(CNC(=O)C2NCCC2)C=C1 N-(4-(4-methylthiazol-5-yl)benzyl)pyrrolidine-2-carboxamide HCl salt